NC1=C(C(=O)NC2=CC(=CC=C2)OC)C=CC=C1 2-amino-N-(3-methoxyphenyl)benzamide